S(N)(O)(=O)=O.OCCN(CC(C)O)CCO N,N-bis(2-hydroxyethyl)-N-(2-hydroxypropyl)amine sulfamate